7-(4,6-dimethylpyridin-2-yl)-4-oxo-3,4-dihydroquinazolin CC1=CC(=NC(=C1)C)C1=CC=C2C(NC=NC2=C1)=O